O1CC(CC2=CC=CC=C12)=O chroman-3-one